CN1CC(CC1)NC(N)=O 3-(1-methylpyrrolidin-3-yl)urea